FC1(C(C1)C1=CN(C=2N=CN=C(C21)NCC2=NC(=CC=C2)N2C[C@H](N[C@H](C2)C)C)COCC[Si](C)(C)C)F 5-(2,2-difluorocyclopropyl)-N-((6-((3R,5S)-3,5-dimethylpiperazin-1-yl)pyridin-2-yl)methyl)-7-((2-(trimethylsilyl)ethoxy)methyl)-7H-pyrrolo[2,3-d]pyrimidin-4-amine